OCCONC(=O)C1=CC2=C(N=CS2)C=C1 N-(2-hydroxyethoxy)benzo[d]thiazole-6-carboxamide